C1NCCC2C=3C1=CC=CC3C3(CC2)CCCC3 2',3',4',4a',5',6'-Hexahydro-1'H-spiro[cyclopentan-1,7'-naphtho[1,8-cd]azepin]